OC[C@@H]1CC[C@H](CO1)NC1=C2C(=NC=C1)NC=C2C(=O)C2=C(C=C(C=C2)OC2=CC=CC=C2)C (4-(((3R,6S)-6-(hydroxymethyl)tetrahydro-2H-pyran-3-yl)amino)-1H-pyrrolo[2,3-b]pyridin-3-yl)(2-methyl-4-phenoxyphenyl)methanone